FC(C1=CC=C(C=C1)C(C)N1N=NC2=C1C=CC=C2)(F)F 1-(4-trifluoromethylphenyl)ethyl-1H-benzotriazole